1-benzyl-3-(3-bromophenyl)-1H-pyrazole C(C1=CC=CC=C1)N1N=C(C=C1)C1=CC(=CC=C1)Br